FC(C(=O)OCC)(C(=O)[O-])F ethyl 2,2-difluoromalonate